BrC=1C=CC(=C(C=CC(=O)NC(=N)N)C1)F 5-bromo-2-fluorocinnamoylguanidine